phenylphosphin oxide C1(=CC=CC=C1)[PH2]=O